N-((1S,6R)-3,8-diazabicyclo[4.2.0]octan-3-ylsulfonyl)-5-chloro-4-(cyclopentylmethoxy)-2-fluorobenzamide [C@H]12CN(CC[C@@H]2CN1)S(=O)(=O)NC(C1=C(C=C(C(=C1)Cl)OCC1CCCC1)F)=O